3-(4-fluorobenzyl)-1-(6-(pyridin-4-yl)pyridazin-3-yl)pyrrolidin-2-one FC1=CC=C(CC2C(N(CC2)C=2N=NC(=CC2)C2=CC=NC=C2)=O)C=C1